3-isopropyl-2-methyl-4-(2-methyl-4-pyridyl)quinolin-7-ol C(C)(C)C=1C(=NC2=CC(=CC=C2C1C1=CC(=NC=C1)C)O)C